dotriacontyl ether C(CCCCCCCCCCCCCCCCCCCCCCCCCCCCCCC)OCCCCCCCCCCCCCCCCCCCCCCCCCCCCCCCC